Phenyldimethylsulfonium chloride [Cl-].C1(=CC=CC=C1)[S+](C)C